N1[C@@H]2[C@@H](OCC1)CN(CC2)C2=C(C=NC1=CC=C(C=C21)C2=NC=CC(=C2N)/C=N/OC)C2=CC(=CC(=C2)C)F 2-{4-[(4as,8as)-octahydro-1H-pyrido[3,4-b][1,4]oxazin-6-yl]-3-(3-fluoro-5-methylphenyl)quinolin-6-yl}-4-[(1E)-(methoxyimino)methyl]pyridin-3-amine